1-(2-(3-chloro-4-fluorobenzyl)pyridin-4-yl)-3-methyl-1,5,6,7-tetrahydro-4H-pyrazolo[4,3-c]pyridin-4-one ClC=1C=C(CC2=NC=CC(=C2)N2N=C(C=3C(NCCC32)=O)C)C=CC1F